N-phenyl-3-(1-methyl-1-methoxyethyl)-1-isoindolinone C1(=CC=CC=C1)N1C(C2=CC=CC=C2C1C(C)(OC)C)=O